methyl 6-chloro-3-fluoropicolinate ClC1=CC=C(C(=N1)C(=O)OC)F